2-amino-4'-methoxybiphenyl NC1=C(C=CC=C1)C1=CC=C(C=C1)OC